butyl 3-acryloyl-2-methyl-1-oxa-3,8-diazaspiro[4.5]decane-8-carboxylate C(C=C)(=O)N1C(OC2(C1)CCN(CC2)C(=O)OCCCC)C